2,2-difluoro-2-(1,4-dioxaspiro[4.5]dec-8-yl)ethan-1-ol FC(CO)(C1CCC2(OCCO2)CC1)F